S1C2=C(C=C1)C(=CC=C2)N2CCN(CC2)CCCCOC2=CC=C1C=CC(N(C1=C2)COC(CCCCCCCCCCCC)=O)=O Tridecanoic acid 7-[4-(4-benzo[b]thiophen-4-ylpiperazin-1-yl)butoxy]-2-oxo-2H-quinolin-1-ylmethyl ester